(S)-3-amino-N-(4-(dimethylamino)-4-oxobutan-2-yl)-6-(3-methylimidazo[1,2-a]pyridin-6-yl)-5-(oxazol-2-yl)pyrazine-2-carboxamide NC=1C(=NC(=C(N1)C=1OC=CN1)C=1C=CC=2N(C1)C(=CN2)C)C(=O)N[C@@H](C)CC(=O)N(C)C